C(C)(=O)OCC(OCC(C)OCCCC)C dipropylene glycol monobutyl ether acetate